CN(C(OC(C)(C)C)=O)CCOC1=NC=C(C=C1NS(=O)(=O)C1=CC=CC=C1)C1=CC=2C3=C(C=NC2C=C1)N(C(C31CCC1)=O)C tert-Butyl methyl(2-((5-(3'-methyl-2'-oxo-2',3'-dihydro-spiro[cyclobutane-1,1'-pyrrolo[2,3-c]quinolin]-8'-yl)-3-(phenylsulfonamido)pyridin-2-yl)oxy)ethyl)carbamate